(S)-N-(4-(3-(6-methoxypyridin-2-yl)phenyl)thiazol-2-yl)-1-(1-(methylsulfonyl)-1H-pyrrole-3-carbonyl)azetidine-2-carboxamide COC1=CC=CC(=N1)C=1C=C(C=CC1)C=1N=C(SC1)NC(=O)[C@H]1N(CC1)C(=O)C1=CN(C=C1)S(=O)(=O)C